benzyl (S)-(5-aminohexyl)carbamate N[C@H](CCCCNC(OCC1=CC=CC=C1)=O)C